[Cu+].FC(S(=O)(=O)[O-])(F)F trifluoromethanesulfonate copper (I)